C(CCCCCCCCC(=O)OC1CC(NC(C1)(C)C)(C)C)(=O)OC1CC(NC(C1)(C)C)(C)C bis(2,2,6,6-tetramethyl piperidin-4-yl) sebacate